N1(CCN(CC1)C1=NC2=CC(=C(C=C2C(=N1)N)OC)OC)C1=NC2=CC(=C(C=C2C(=N1)N)OC)OC 2,2'-(piperazine-1,4-diyl)bis(6,7-dimethoxyquinazolin-4-amine)